7-bromo-2-iodo-3-(2,2,2-trifluoroethyl)benzothiophene BrC1=CC=CC=2C(=C(SC21)I)CC(F)(F)F